CC1=CC=C(S1)C1CN(CC1)C(=O)C1=CC(=NN1)C1=CN=NC=C1 [3-(5-methyl-2-thienyl)pyrrolidin-1-yl]-(3-pyridazin-4-yl-1H-pyrazol-5-yl)methanone